C(C)(C)(C)OP(=O)(OC(C)(C)C)[O-].[K+] potassium di-tert-butylphosphate